BrC=1C=C2C(NC(=NC2=CC1)C1(CCNCC1)F)=O 6-bromo-2-(4-fluoropiperidin-4-yl)quinazolin-4(3H)-one